(3-fluorophenyl)-N-(3-methyl-4-(trifluoromethyl)benzyl)-4-phenyl-1H-imidazol-2-amine FC=1C=C(C=CC1)N1C(=NC(=C1)C1=CC=CC=C1)NCC1=CC(=C(C=C1)C(F)(F)F)C